N-propylcarbamic acid undecyl ester C(CCCCCCCCCC)OC(NCCC)=O